FC1(CCN(CC1)C(=O)C1=CC=C2C(=CC=NC2=C1)C1=CC=C2C(N(C3(C2=C1)CC3)C)=O)F 6'-(7-(4,4-difluoropiperidine-1-carbonyl)quinolin-4-yl)-2'-methyl-spiro[cyclopropan-1,1'-isoindolin]-3'-one